C1(CC1)C(=O)NC1=C(C=C(C(=O)NNC(=O)C2C(CCCC2)C(=O)O)C=C1)F 2-(2-(4-(cyclopropanecarboxamido)-3-fluorobenzoyl)hydrazine-1-carbonyl)cyclohexane-1-carboxylic acid